6-bromo-3-morpholinosulfonyl-quinolin-4-ol BrC=1C=C2C(=C(C=NC2=CC1)S(=O)(=O)N1CCOCC1)O